C(#N)C1=C(C=C(C=C1)NC(N(CC1=NNC(=C1)C(F)(F)F)C=1C=NC(=NC1)OC)=O)F (4-Cyano-3-fluorophenyl)-1-(2-methoxypyrimidin-5-yl)-1-((5-(trifluoromethyl)-1H-pyrazol-3-yl)methyl)urea